2-(3-((R)-((1r,3R)-3-(2,2-difluoroethoxy)cyclobutyl)(4-methyl-4H-1,2,4-triazol-3-yl)methyl)phenyl)-6-(((1-methylcyclobutyl)amino)methyl)-4-(trifluoromethyl)isoindolin-1-one FC(COC1CC(C1)[C@H](C=1C=C(C=CC1)N1C(C2=CC(=CC(=C2C1)C(F)(F)F)CNC1(CCC1)C)=O)C1=NN=CN1C)F